(4-(2,7-bis(4-methoxy-2-methylphenyl)-9H-carbazol-9-yl)phenyl)(4-(9,9-dimethylacridin-10-yl)phenyl)methanone COC1=CC(=C(C=C1)C1=CC=2N(C3=CC(=CC=C3C2C=C1)C1=C(C=C(C=C1)OC)C)C1=CC=C(C=C1)C(=O)C1=CC=C(C=C1)N1C=2C=CC=CC2C(C2=CC=CC=C12)(C)C)C